C1(CC1)C1=NN(C=C1C1=NC2=CC=CC=C2N=C1)[C@@H]1C[C@H](C1)CCC1=C2C(N(C(C2=CC=C1)=O)C1C(NC(CC1)=O)=O)=O (2-(trans-3-(3-cyclopropyl-4-(quinoxalin-2-yl)-1H-pyrazol-1-yl)cyclobutyl)ethyl)-2-(2,6-dioxopiperidin-3-yl)isoindoline-1,3-dione